C(C)(C)(C)OC(=O)N1CCC(CC1)NC(C1=CC=C(C=C1)OC(C(=O)NC1=CC=C(C=C1)Cl)C)=O N-(1-tert-Butoxycarbonylpiperidin-4-yl)-4-((1-((4-chlorophenyl)amino)-1-oxopropan-2-yl)oxy)benzamide